FC1=C(C=CC(=C1)OC=1SC=C(N1)C=1C=NC(=CC1)OC)NC1=C2C(=NC=N1)NN=C2C2CCN(CC2)C(C=C)=O 1-(4-(4-((2-fluoro-4-((4-(6-methoxypyridin-3-yl)thiazol-2-yl)oxy)phenyl)amino)-1H-pyrazolo[3,4-d]pyrimidin-3-yl)piperidin-1-yl)prop-2-en-1-one